2-fluoro-4-(3-(2-fluoro-4-((S)-3-methoxypyrrolidine-1-yl)phenyl)-7-(2,7-diazaspiro[4.4]nonane-2-yl)-3H-imidazo[4,5-b]pyridine-2-yl)benzonitrile FC1=C(C#N)C=CC(=C1)C1=NC=2C(=NC=CC2N2CC3(CC2)CNCC3)N1C1=C(C=C(C=C1)N1C[C@H](CC1)OC)F